2-((S)-1-propenoyl-4-(7-(8-methylnaphthalen-1-yl)-2-(2-((S)-1-methylpyrrolidin-2-yloxy)ethyl)-5,6,7,8-tetrahydropyrido[3,4-d]pyrimidin-4-yl)piperazin-2-yl)acetonitrile C(C=C)(=O)N1[C@H](CN(CC1)C=1C2=C(N=C(N1)CCO[C@@H]1N(CCC1)C)CN(CC2)C2=CC=CC1=CC=CC(=C21)C)CC#N